5-amino-6,8-diethyl-2,3-dihydrophthalazine-1,4-dione NC1=C2C(NNC(C2=C(C=C1CC)CC)=O)=O